C1=CC=CC=2C3=CC=CC=C3C(C12)COC(=O)N1CC(CC1)(OC)CCC(=O)O 3-(1-(((9H-fluoren-9-yl)methoxy)carbonyl)-3-methoxypyrrolidin-3-yl)propanoic acid